CNC(OCC1CCN(CC1)CC1=CC(=NC(=C1)OC=1C=NC(=NC1)N1CCN(CC1)CCCS(=O)(=O)C)C1=CC(=CC(=C1)Cl)Cl)=O (1-((2-(3,5-dichlorophenyl)-6-((2-(4-(3-(methylsulfonyl)propyl)piperazin-1-yl)pyrimidin-5-yl)oxy)pyridin-4-yl)methyl)piperidin-4-yl)methyl methylcarbamate